(6-chloropyridazin-3-yl)cyclopropanecarbonitrile ClC1=CC=C(N=N1)C1(CC1)C#N